N-(2-hydroxyethyl)-4-(1H-tetrazol-5-yl)benzenesulfonamide OCCNS(=O)(=O)C1=CC=C(C=C1)C1=NN=NN1